(bis(t-butoxycarbonyl)amino)-7-(prop-1-en-2-yl)-1H-indazole-1-carboxylic acid tert-butyl ester C(C)(C)(C)OC(=O)N1N=C(C2=CC=CC(=C12)C(=C)C)N(C(=O)OC(C)(C)C)C(=O)OC(C)(C)C